BrC=1C=C(C(=NC1)C=1SC=CC1)[N+](=O)[O-] 5-bromo-3-nitro-2-(thiophen-2-yl)pyridine